FC1=C(C(=CC=C1)F)C(F)(F)F 2,6-difluorobenzotrifluoride